N1(N=CC=C1)C1=CN=CC(=N1)C12CC(C1)(C2)C(=O)O 3-[6-(pyrazol-1-yl)pyrazin-2-yl]bicyclo[1.1.1]pentane-1-carboxylic acid